N-(4-(((R)-1-Hydroxy-4-methylpentan-2-yl)amino)-6-(2-(4-(piperazin-1-yl)phenyl)propyl)-1,3,5-triazin-2-yl)methanesulfonamide OC[C@@H](CC(C)C)NC1=NC(=NC(=N1)CC(C)C1=CC=C(C=C1)N1CCNCC1)NS(=O)(=O)C